C1(=CC=CC=C1)C(=C(C1=CC=CC=C1)C1=CC=CC=C1)C1=C(C=CC=C1)O triphenylvinyl-phenol